Benzyl (4-(1-cyclohexyl-4-(4-fluorophenyl)-1H-imidazol-5-yl)pyrimidin-2-yl)carbamate C1(CCCCC1)N1C=NC(=C1C1=NC(=NC=C1)NC(OCC1=CC=CC=C1)=O)C1=CC=C(C=C1)F